[1,4]oxazino[2,3-e]isoindole O1C=CN=C2C1=C1C=NC=C1C=C2